NC1=NN2C(C=C(C=C2)C=2C=C(C(=NC2C)C)C(=O)NCC(COC2=CC=CC=C2)O)=N1 5-{2-amino-[1,2,4]triazolo[1,5-a]pyridin-7-yl}-N-(2-hydroxy-3-phenoxypropyl)-2,6-dimethylpyridine-3-carboxamide